5-(Benzyloxy)-1-(4-Chlorobenzyl)-2-phenyl-1H-Benzo[d]imidazole C(C1=CC=CC=C1)OC1=CC2=C(N(C(=N2)C2=CC=CC=C2)CC2=CC=C(C=C2)Cl)C=C1